OC1CN(CC1)C1=NC2=CC=CC=C2C=C1C(/C=C/C1=CC(=C(OC(C(=O)O)(C)C)C(=C1)C)C)=O (E)-2-(4-(3-(2-(R)-(3-hydroxypyrrolidin-1-yl)quinolin-3-yl)-3-oxo-1-propen-1-yl)-2,6-dimethylphenoxy)-2-methylpropionic acid